N-ethyl-4-fluoro-2-[(4-methoxyphenyl)methylsulfanyl]benzamide ethyl-(2S)-2-[4-bromo-2-(4-butoxy-4,5-dihydroisoxazol-3-yl)phenoxy]propanoate C(C)OC([C@H](C)OC1=C(C=C(C=C1)Br)C1=NOCC1OCCCC)=O.C(C)NC(C1=C(C=C(C=C1)F)SCC1=CC=C(C=C1)OC)=O